3-amino-4-(5-methyl-1H-indazol-4-yl)dibenzofuran-2-carboxamide NC=1C(=CC2=C(OC3=C2C=CC=C3)C1C1=C3C=NNC3=CC=C1C)C(=O)N